C(CC)S(=O)CCC PROPYL SULFOXIDE